FC1(CN(CC[C@@H]1N1C([C@@H](CC1)OC[C@H](C)NC=1C=NNC(C1C(F)(F)F)=O)=O)C1=NC=C(C#N)C=C1)F 6-((S)-3,3-difluoro-4-((R)-2-oxo-3-((S)-2-((6-oxo-5-(trifluoromethyl)-1,6-dihydropyridazin-4-yl)amino)propoxy)pyrrolidin-1-yl)piperidin-1-yl)nicotinonitrile